C(C)(C)OC=1C=CC(=NC1)NC1=NC(=NS1)C1=NC=CC(=C1)OC N-(5-isoprop-oxypyridin-2-yl)-3-(4-methoxy-pyridin-2-yl)-1,2,4-thiadiazol-5-amine